C(C)(=O)C1=C(C2=C(N=C(N=C2)NC2=CC=C(C=N2)N2CCN(CC2)CC=2C(=C3CN(C(C3=CC2)=O)C2C(NC(CC2)=O)=O)F)N(C1=O)C1CCCC1)C 3-(5-((4-(6-((6-acetyl-8-cyclopentyl-5-methyl-7-oxo-7,8-dihydropyrido[2,3-d]pyrimidin-2-yl)amino)pyridin-3-yl)piperazin-1-yl)methyl)-4-fluoro-1-oxoisoindolin-2-yl)piperidine-2,6-dione